silver(II) hydrogensulfate S(=O)(=O)(O)[O-].[Ag+2].S(=O)(=O)(O)[O-]